1,3-Bis-(3-amino-propyl)propan NCCCCCCCCCN